NC=1N=NC(=CC1O[C@@H]1CN(CCC1)C1=CC=C(C=C1)N1CCN(CC1)CCC(=O)O)C1=C(C=CC=C1)O 3-[4-[4-[(3S)-3-[3-amino-6-(2-hydroxyphenyl)pyridazin-4-yl]oxy-1-piperidyl]phenyl]piperazin-1-yl]propanoic acid